COC=1C=CC2=C(NC(=N2)C=2C=C(C=CC2)NC2=NC=C(N=C2)C2=NC=CC=C2)C1 N-(3-(6-methoxy-1H-benzo[d]imidazol-2-yl)phenyl)-5-(pyridin-2-yl)pyrazin-2-amine